2-bromo-5-(difluoromethyl)-1,3,4-thiadiazol BrC=1SC(=NN1)C(F)F